NCC(C(F)(F)F)(O)C 3-amino-1,1,1-trifluoro-2-methylpropan-2-ol